(S)-2-(2-(2-ethylphenyl)pyrrolidin-1-yl)-7-azaspiro[3.5]Nonane C(C)C1=C(C=CC=C1)[C@H]1N(CCC1)C1CC2(C1)CCNCC2